CSC1=C(C=CC=C1)OB(O)O (2-(Methylthio)phenyl)boric acid